6-bromo-2,3-difluoro-benzoic acid BrC1=CC=C(C(=C1C(=O)O)F)F